6-(4-Fluoro-3-methoxyphenyl)-N-[(2-oxo-1H-pyridin-3-yl)sulfonyl]-2-(2,4,6-trimethylphenoxy)pyridin-3-carboxamid FC1=C(C=C(C=C1)C1=CC=C(C(=N1)OC1=C(C=C(C=C1C)C)C)C(=O)NS(=O)(=O)C=1C(NC=CC1)=O)OC